N-tertButylethanolamine C(C)(C)(C)NCCO